C(C1=CC=CC=C1)N1CCN(CC1)C(CN1C2=NC(=NC(=C2N=C1)Cl)Cl)=O 1-(4-benzylpiperazin-1-yl)-2-(2,6-dichloro-9H-purin-9-yl)ethan-1-one